P(=O)(O)(O)O.C1=C(C=CC2=CC=CC=C12)C1=CC2=CC=CC=C2C=C1 (R)-2,2'-binaphthalene phosphate